1-[trans-3-{6-ethyl-5-methyl-2-[trans-4-(trifluoromethyl)cyclohexyl]pyrazolo[1,5-a]pyrimidin-7-yl}-4-methylpiperidin-1-yl]ethan-1-one C(C)C=1C(=NC=2N(C1[C@@H]1CN(CC[C@H]1C)C(C)=O)N=C(C2)[C@@H]2CC[C@H](CC2)C(F)(F)F)C